(3S,6S)-6-(2-(benzyloxy)ethyl)-3-methoxy-1,4-dioxan-2-one C(C1=CC=CC=C1)OCC[C@H]1CO[C@@H](C(O1)=O)OC